BrC1=CC=C(C=N1)C=1N=C2SCCCN2C(C1C#N)=O 8-(6-bromopyridin-3-yl)-6-oxo-2H,3H,4H,6H-pyrimido[2,1-b][1,3]thiazine-7-carbonitrile